ClC=1C=NC=C(C1[C@@H](C)OC1=C(C=C2C(=N1)C=NN2C2OCCCC2)C)Cl 5-((R)-1-(3,5-dichloropyridin-4-yl)ethoxy)-6-methyl-1-(tetrahydro-2H-pyran-2-yl)-1H-pyrazolo[4,3-b]pyridine